allyl-sulfonic acid ammonium salt [NH4+].C(C=C)S(=O)(=O)[O-]